1,3-diethoxy tetramethyl disiloxane tert-butyl (S)-2-(((tert-butyldiphenylsilyl) oxy) methyl)-4-(cyclopent-1-en-1-yl)-2,5-dihydro-1H-pyrrole-1-carboxylate [Si](C1=CC=CC=C1)(C1=CC=CC=C1)(C(C)(C)C)OC[C@H]1N(CC(=C1)C1=CCCC1)C(=O)OC(C)(C)C.C(C)O[Si](O[Si](OCC)(C)C)(C)C